C1(=CC=CC=C1)SC1=CC=C(C=C1)C(C(CC1CCCC1)=O)=O 1-[4-(phenylthio)phenyl]-3-cyclopentylpropane-1,2-dione